N-(4-hydroxybicyclo[2.2.1]heptan-1-yl)pyrazine-2-carboxamide trifluoroacetate salt FC(C(=O)O)(F)F.OC12CCC(CC1)(C2)NC(=O)C2=NC=CN=C2